C(CCCC\C=C/CCCCCCCCCCC)(=O)[O-] (Z)-octadeca-6-enoate